FC=1C(=CC2=C(N=C(S2)C2=C3N=CC(=NC3=CC(=C2)C)OC)C1)OCC(COC)O 1-((5-fluoro-2-(2-methoxy-7-methylquinoxalin-5-yl)benzo[d]thiazol-6-yl)oxy)-3-methoxypropan-2-ol